methyl-1-[6-(1-methylpyrazol-4-yl)pyrazolo[1,5-a]pyrazine-4-yl]piperidin-3-amine hydrochloride Cl.CC1N(CCCC1N)C=1C=2N(C=C(N1)C=1C=NN(C1)C)N=CC2